5'-phosphoribosyl-N-formylglycinamide C([C@@H]1[C@H]([C@H]([C@@H](O1)NC(=O)CNC=O)O)O)OP(=O)(O)O